1-(3-((6-Amino-5-(4-phenoxyphenyl)-pyrimidin-4-ylamino)-methyl)-phenyl)-but-2-en-1-one NC1=C(C(=NC=N1)NCC=1C=C(C=CC1)C(C=CC)=O)C1=CC=C(C=C1)OC1=CC=CC=C1